5-[6-(cyclobutylamino)-2-fluoropyridin-3-yl]-1-ethyl-N-[(3S)-2-oxo-5-phenyl-1,3-dihydro-1,4-benzodiazepine-3-yl]Pyrazole-4-carboxamide C1(CCC1)NC1=CC=C(C(=N1)F)C1=C(C=NN1CC)C(=O)N[C@@H]1C(NC2=C(C(=N1)C1=CC=CC=C1)C=CC=C2)=O